4-[2-(4-tert-Butylphenylamino)-1-hydroxyethyl]-1,3-dihydroimidazole-2-thione C(C)(C)(C)C1=CC=C(C=C1)NCC(O)C=1NC(NC1)=S